O1C=COC2=C1C=CC=C2 4H-benzodioxin